CS(=O)(=O)C1=NC(=CC(=N1)OCCOCCOCCNC(OC(C)(C)C)=O)C(F)(F)F tert-butyl (2-(2-(2-((2-(methylsulfonyl)-6-(trifluoromethyl)pyrimidin-4-yl)oxy)ethoxy)ethoxy)ethyl)carbamate